methyl 6-[(7-ethoxycarbonyl-8,8,8-trifluoro-7-hydroxy-3,3-dimethyl-octyl)amino]-3-nitro-5-(trifluoromethyl)pyridine-2-carboxylate C(C)OC(=O)C(CCCC(CCNC1=C(C=C(C(=N1)C(=O)OC)[N+](=O)[O-])C(F)(F)F)(C)C)(C(F)(F)F)O